2-(4-bromo-2,6-difluorobenzyl)-7-fluoro-3-hydroxyisoindolin-1-one-3-d BrC1=CC(=C(CN2C(C3=C(C=CC=C3C2([2H])O)F)=O)C(=C1)F)F